N-(trifluoroacetyl)-L-valinyl-(4R)-4-(trifluoromethyl)-L-proline FC(C(=O)N[C@@H](C(C)C)C(=O)N1[C@@H](C[C@H](C1)C(F)(F)F)C(=O)O)(F)F